2-(acrylamido)-2-methylpropanesulfonic acid sodium salt [Na+].C(C=C)(=O)NC(CS(=O)(=O)[O-])(C)C